CC1=C(C(=C(C1[Zr-2](C1C(=CC2=C(C=3CCCC3C=C12)C1=CC=CC=C1)C)(=[SiH2])=[SiH2])C)C)C tetramethyldisilylenecyclopentadienyl-(2-methyl-4-phenyl-1,5,6,7-tetrahydro-s-indacenyl)zirconium (IV)